(R)-methyl 3-(5-(benzyloxy)pyridin-3-yl)-1-isopropyl-4,5,6,7-tetrahydro-1H-indazole-6-carboxylate C(C1=CC=CC=C1)OC=1C=C(C=NC1)C1=NN(C=2C[C@@H](CCC12)C(=O)OC)C(C)C